COC([C@H]([C@H](C1=CC(=CC=C1)O)C1CC1)C)=O.FC=1C=NC(=NC1)NC(CN1C(C2=CC=C(C(=C2C2(C(C2)(F)F)C1)F)Br)=O)=O N-(5-fluoropyrimidin-2-yl)-2-[6-bromo-1',1',5-trifluoro-1-oxospiro[3H-isoquinoline-4,2'-cyclopropan]-2-yl]acetamide methyl-(2S,3R)-3-cyclopropyl-3-(3-hydroxyphenyl)-2-methyl-propanoate